ClC=1C(=CC(=C(C1)C1=C(N=CN1)C=1N=C2C=C(C=NC2=CC1)C=1C=NN(C1)CCN)F)F 2-[4-[6-[5-(5-chloro-2,4-difluoro-phenyl)-1H-imidazol-4-yl]-1,5-naphthyridin-3-yl]pyrazol-1-yl]ethanamine